6-acetyl-2-methoxy-1-naphthaldehyde C(C)(=O)C=1C=C2C=CC(=C(C2=CC1)C=O)OC